Tert-butyl (S)-(2-(3-(1-methyl-3-phenyl-1H-pyrazole-4-carboxamido)-2-oxo-4-phenylbutanamido)ethyl)carbamate CN1N=C(C(=C1)C(=O)N[C@H](C(C(=O)NCCNC(OC(C)(C)C)=O)=O)CC1=CC=CC=C1)C1=CC=CC=C1